FC=1C=NC(=NC1)C=1CCN(CC1)C(=O)C1=C(OC=2N=CN=C(C21)NC2(CC2)C)C 5-[4-(5-fluoropyrimidin-2-yl)-1,2,3,6-tetrahydropyridine-1-carbonyl]-6-methyl-N-(1-methylcyclopropyl)furo[2,3-d]pyrimidin-4-amine